FC=1C=C2C(NN=C(C2=CC1F)CC=1C=CC(=C(C1)C1=CC2=C(NC(=N2)NC(=O)NCC)C=C1)F)=O 1-(5-(5-((6,7-difluoro-4-oxo-3,4-dihydrophthalazin-1-yl)methyl)-2-fluorophenyl)-1H-benzimidazol-2-yl)-3-ethylurea